7-Bromo-5-fluoro-4-hydroxyquinoline-3-sulfonamide BrC1=CC(=C2C(=C(C=NC2=C1)S(=O)(=O)N)O)F